COC(C1=C(C=CC=C1)C=1C(NC2=CC=CC=C2C1)=O)=O 2-oxo-1,2-dihydro-quinolin-3-yl-benzoic acid methyl ester